(2-chlorobenzyl)-2-(triethylsilyl)-4,5,6,7-tetrahydrothieno[3,2-c]pyridine ClC1=C(CC2=C(SC3=C2CNCC3)[Si](CC)(CC)CC)C=CC=C1